4-methoxy-9-methyl-8-(2-(N-morpholinyl)-2-oxoethyl)-7H-[1,3]dioxolo[4,5-f]chromen-7-one COC1=C2C(=C3C(=C(C(OC3=C1)=O)CC(=O)N1CCOCC1)C)OCO2